(2S,4S)-1-(3-Cyano-6-methyl-4-(trifluoromethyl)pyridin-2-yl)-4-hydroxy-N-methyl-N-phenylpyrrolidine-2-carboxamide C(#N)C=1C(=NC(=CC1C(F)(F)F)C)N1[C@@H](C[C@@H](C1)O)C(=O)N(C1=CC=CC=C1)C